2-(n-octyl)-4-isothiazolin-3-One C(CCCCCCC)N1SC=CC1=O